BrC1=CC=C2C(=CC(=NC2=C1)N1[C@@H](CCC1)COCCC(=O)OC(C)(C)C)C(=O)OC methyl (S)-7-bromo-2-(2-((3-(tert-butoxy)-3-oxopropoxy)methyl)pyrrolidin-1-yl)quinoline-4-carboxylate